ClCC1=NSC(=N1)NC(=O)C=1OC=C(C1)C1=CC(=CC=C1)C#N N-(3-(chloromethyl)-1,2,4-thiadiazol-5-yl)-4-(3-cyanophenyl)furan-2-carboxamide